BrC1=C(C=CC(=C1)Cl)N1N=CC(=C1)F 1-(2-bromo-4-chlorophenyl)-4-fluoro-1H-pyrazole